CC1=C(OCC(=O)N(C2COCC2)C2=CC=CC=C2)C=CC=C1 2-(2-methylphenoxy)-N-phenyl-N-tetrahydrofuran-3-yl-acetamide